C1CC12CCN(CC2)C=2OC1=C(C=C(C=C1C(C2C)=O)C)C(C)NC=2C(=NC(=CC2)Cl)Br 2-(6-azaspiro[2.5]octan-6-yl)-8-[1-[(2-bromo-6-chloro-3-pyridyl)amino]ethyl]-3,6-dimethyl-chromen-4-one